(E)-3-(2-Chloro-7-ethoxyquinolin-3-yl)-1-(4-(6-(trifluoromethyl)pyridin-3-yl)phenyl)prop-2-en-1-one ClC1=NC2=CC(=CC=C2C=C1/C=C/C(=O)C1=CC=C(C=C1)C=1C=NC(=CC1)C(F)(F)F)OCC